ClC1=CC(=NC2=C3N=C(C=CC3=CC=C12)C)C 4-chloro-2,9-dimethylphenanthroline